3-(benzyloxy)-2-(4-ethoxy-4-oxobutanoyl)quinolin-8-ylboronic acid C(C1=CC=CC=C1)OC=1C(=NC2=C(C=CC=C2C1)B(O)O)C(CCC(=O)OCC)=O